N4-(4-(aminomethyl)phenyl)-N1,N1-diethyl-2-fluorobenzene-1,4-diamine NCC1=CC=C(C=C1)NC1=CC(=C(C=C1)N(CC)CC)F